5-(2-phenyl-2H-tetrazol-5-yl)thiazole C1(=CC=CC=C1)N1N=C(N=N1)C1=CN=CS1